FC=1C(=C(C=CC1)NC1=C2C(=NC(=C1)NC1=NC=C(C=C1)N1CCCC1)NN(C2=O)C)OC 4-((3-fluoro-2-methoxyphenyl)amino)-2-methyl-6-((5-(pyrrolidin-1-yl)pyridin-2-yl)amino)-1,2-dihydro-3H-pyrazolo[3,4-b]pyridin-3-one